BrC1=CC(=C2C=CC3=C(C=C(C4=CC=C1C2=C34)C(C)(C)C)C3=CC=CC=C3)C(C)(C)C 1-bromo-3,8-di-tert-butyl-6-phenylpyrene